NC1=C(C=C(C=C1)S(=O)(=O)N(COCC[Si](C)(C)C)COCC[Si](C)(C)C)OC 4-amino-3-methoxy-N,N-bis({[2-(trimethylsilyl)ethoxy]methyl})benzene-sulfonamide